CN(C(OC1=CC2=CC=CC=C2C=C1)=O)C naphthalen-2-yl dimethylcarbamate